(1R,3r)-3-((6-(2-methyloxazol-5-yl)isoquinolin-5-yl)amino)cyclobutane-1-carboxylic acid CC=1OC(=CN1)C=1C(=C2C=CN=CC2=CC1)NC1CC(C1)C(=O)O